OCCCOC(C1=CC(C(=O)OCCCO)=CC=C1)=O.[Na] sodium bishydroxypropylisophthalate